2,5-dioxopyrrolidin-1-yl 4-(bis(2-(2,5-dioxo-2,5-dihydro-1H-pyrrol-1-yl) ethyl) amino)-4-oxobutanoate O=C1N(C(C=C1)=O)CCN(C(CCC(=O)ON1C(CCC1=O)=O)=O)CCN1C(C=CC1=O)=O